NC1=C(C=C(C=C1)C1=CC=CC=C1)C1=NN(C=C1)CC=1C=C(C#N)C=C(C1)OC(C)C 3-((3-(4-amino-[1,1'-biphenyl]-3-yl)-1H-pyrazol-1-yl)methyl)-5-isopropoxybenzonitrile